2-phenyl-aniline C1(=CC=CC=C1)C1=C(N)C=CC=C1